NC1=CC=C(C(=C1C(=O)N(C)C)F)C=1C(=C2C(=NC1)NCC21CC(CC1)N1N=CC=C1C)Cl 6-Amino-3-(4'-chloro-3-(5-methyl-1H-pyrazol-1-yl)-1',2'-dihydrospiro[cyclopentane-1,3'-pyrrolo[2,3-b]pyridin]-5'-yl)-2-fluoro-N,N-dimethylbenzamide